(2-Aminoethyl)-3-aminopropylmethyldimethoxysilan NCCCO[Si](OC)(C)CCCN